4-methoxybenzoyl-carboxylic acid COC1=CC=C(C(=O)C(=O)O)C=C1